N1N=C(N=C1)C1=NNC=N1 3,3'-bi-1H-1,2,4-triazole